BrC=1C=C2C(C(=CN(C2=CC1N1[C@H](CCC1)COC1=NC=CC=C1Cl)C1CC=2N(CC1)C=CN2)C(=O)O)=O 6-bromo-7-((R)-2-(((3-chloropyridin-2-yl)oxy)methyl)pyrrolidin-1-yl)-4-oxo-1-(5,6,7,8-tetrahydroimidazo[1,2-a]pyridin-7-yl)-1,4-dihydroquinoline-3-carboxylic acid